3-ethylamino-propane C(C)NCCC